C(=O)(O)[C@@H](CCCC1=CC=C(C=C1)OCCOCCOCC)N1CCN(CCN(CCN(CC1)[C@H](C(=O)[O-])CO)[C@H](C(=O)[O-])CO)[C@H](C(=O)[O-])CO.[Gd+3] gadolinium (2S,2'S,2''S)-2,2',2''-{10-[(1R)-1-carboxy-4-{4-[2-(2-ethoxyethoxy)ethoxy]phenyl}butyl]-1,4,7,10-tetraazacyclododecane-1,4,7-triyl}tris(3-hydroxypropanoate)